(S)-3-(3-(1-amino-2,3-dihydro-1H-inden-5-yl)-5-(3-methyl-1H-pyrazol-1-yl)-3H-imidazo[4,5-b]pyridin-2-yl)pyridin-2-amine N[C@H]1CCC2=CC(=CC=C12)N1C(=NC=2C1=NC(=CC2)N2N=C(C=C2)C)C=2C(=NC=CC2)N